C1=CC(=CC=2C3=CC=CC=C3CC12)C#CC1=C(N)C=CC=C1 2-((9H-fluoren-3-yl)ethynyl)aniline